N-(4-methoxyphenyl)-N-methyl-2-(2-(2-oxopiperazin-1-yl)acetylamino)-3-phenylpropanamide COC1=CC=C(C=C1)N(C(C(CC1=CC=CC=C1)NC(CN1C(CNCC1)=O)=O)=O)C